[Si](C)(C)(C(C)(C)C)OCC(CNC(=O)N1CC(OCC1)C1=CC(=C(C=C1)F)F)CC1=CC=NC=C1 N-(3-((tert-butyldimethylsilyl)oxy)-2-(pyridin-4-ylmethyl)propyl)-2-(3,4-difluorophenyl)morpholine-4-carboxamide